4-(4-(4-chloroquinolin-2-yl)phenyl)-1-methylpiperazin-2-one ClC1=CC(=NC2=CC=CC=C12)C1=CC=C(C=C1)N1CC(N(CC1)C)=O